(6-(4-(Difluoromethyl)-2-methoxybenzyl)-2-azaspiro[3.3]heptan-2-yl)((1s,3s)-3-hydroxy-3-methylcyclobutyl)methanone FC(C1=CC(=C(CC2CC3(CN(C3)C(=O)C3CC(C3)(C)O)C2)C=C1)OC)F